ClC=1C(=C(C=NO)C(=CC1)Cl)Cl chloro-2,6-dichlorobenzaldehyde oxime